C(C)(C)(C)OC=1C=C2C(=CN1)N(N=C2I)C(C2=CC=CC=C2)(C2=CC=CC=C2)C2=CC=CC=C2 5-tert-butoxy-3-iodo-1-trityl-pyrazolo[3,4-c]pyridine